N=C(C1=NC=CC=C1)C(C(=O)NN)N1C2=C(OCC1=O)C=CC=C2 (imino(pyridin-2-yl)methyl)-2-(3-oxo-2H-benzo[b][1,4]oxazin-4(3H)-yl)acetohydrazide